COC([C@@H](NC([C@@H](NC(=O)C=1C=C(C=CC1)C1=CC=C(C=C1)NC(=O)OC(C)(C)C)CO)=O)CO)=O (4'-((t-Butoxycarbonyl)amino)-[1,1'-biphenyl]-3-carbonyl)-L-seryl-L-serine methyl ester